(3,9-diazaspiro[5.5]undecan-3,9-diyl)bis((2-(phenylamino)pyrimidin-4-yl)methanone) C1CN(CCC12CCN(CC2)C(=O)C2=NC(=NC=C2)NC2=CC=CC=C2)C(=O)C2=NC(=NC=C2)NC2=CC=CC=C2